FC(C)(F)C1=NN(C(=C1C)C(=O)NC1=CC(=NC=C1)S(=O)(=O)C)CC1CC(C(C1)(F)F)(F)F 3-(1,1-difluoroethyl)-4-methyl-N-(2-(methylsulfonyl)pyridin-4-yl)-1-((3,3,4,4-tetrafluorocyclopentyl)methyl)-1H-pyrazole-5-carboxamide